C1(CC1)N1N=NC(=C1)C(=O)NC1C(N(C1)C(C)C1=CC=CC=C1)(C)C 1-cyclopropyl-N-(2,2-dimethyl-1-(1-phenylethyl)azetidin-3-yl)-1H-1,2,3-triazole-4-carboxamide